2-benzylheptane-1-ol C(C1=CC=CC=C1)C(CO)CCCCC